NC1=NC(=NC=C1C(=O)NC1=CC=C(C=C1)OC)N1CCN(CC1)C=1N=CC2=CC=CC=C2C1 4-amino-2-(4-(isoquinolin-3-yl)piperazin-1-yl)-N-(4-methoxyphenyl)pyrimidine-5-carboxamide